(Z)-1-(2-fluoro-4-(1-(4-(trifluoromethoxy)phenyl)-1H-imidazol-4-yl)phenyl)-3-(3-(5-methyl-2-(3,3,3-trifluoropropoxy)phenyl)-4-oxothiazolidin-2-ylidene)urea FC1=C(C=CC(=C1)C=1N=CN(C1)C1=CC=C(C=C1)OC(F)(F)F)NC(=O)\N=C\1/SCC(N1C1=C(C=CC(=C1)C)OCCC(F)(F)F)=O